FC(C(=O)O)(F)F.C(C)(C)OC=1C(=CC2=CN(N=C2C1)C12COC(CC1)(CC2)C)C(=O)NC=2C(N(C=CC2)C)=O 6-Isopropoxy-N-(1-methyl-2-oxo-1,2-dihydropyridin-3-yl)-2-(1-methyl-2-oxabicyclo[2.2.2]octan-4-yl)-2H-indazole-5-carboxamide trifluoroacetate